N(=[N+]=[N-])C[C@@H]1[C@@H]([C@@H]2[C@@H](OC(O2)(C)C)O1)N1CC2=CC=CC=C2CC1 2-((3aR,5R,6S,6aR)-5-(azidomethyl)-2,2-dimethyltetrahydrofuro[2,3-d][1,3]dioxol-6-yl)-1,2,3,4-tetrahydroisoquinoline